N,N'-(((2,3-dimethylbutane-2,3-diyl)bis(oxy))bis(ethane-2,1-diyl))bis(4-methylbenzenesulfonamide) CC(C)(C(C)(C)OCCNS(=O)(=O)C1=CC=C(C=C1)C)OCCNS(=O)(=O)C1=CC=C(C=C1)C